[Si](C)(C)(C(C)(C)C)O[C@H]1[C@@H](OC[C@@H]1F)C(=O)OC methyl (2R,3S,4S)-3-((tert-butyldimethylsilyl)oxy)-4-fluorotetrahydrofuran-2-carboxylate